ClC1=CC=C(C=C1)C1=NC(=NC=C1)C12CC(C1)(C2)NC(=O)C=2OC(=CC2)C2(CC2)S(=O)(=O)C N-[3-[4-(4-chlorophenyl)pyrimidin-2-yl]-1-bicyclo[1.1.1]pentanyl]-5-(1-methylsulfonylcyclopropyl)furan-2-carboxamide